ClC1=C(C(=O)NC2=NN=NN2CC)C=CC(=C1C(=O)N(C)C)S(=O)(=O)C 2-chloro-N1-(1-ethyl-1H-tetrazol-5-yl)-N3,N3-dimethyl-4-(methylsulfonyl)isophthalamide